4-(4-methylbenzyloxy)-3-(trifluoromethyl)aniline CC1=CC=C(COC2=C(C=C(N)C=C2)C(F)(F)F)C=C1